(E)-3-methoxyprop-1-enylboronic acid COC/C=C/B(O)O